BrCCCCCCCC(=O)OCCC(CCCCCCCC)O 3-hydroxyundecyl 8-bromooctanoate